NC=1C=CC(=C(C(=O)NCC2CC2)C1)N1CCOCC1 5-amino-N-(cyclopropylmethyl)-2-morpholinobenzamide